C(C1=CC=CC=C1)(C1=CC=CC=C1)N1CC(C1)=C(CN1C(C2=CC=CC=C2C1=O)=O)CCC (d)-2-(2-(1-benzhydrylazetidin-3-ylidene)pentyl)isoindoline-1,3-dione